C1(CC1)CC1=C(C(=NN1C=1SC=C(N1)C(=O)O)C1=CC(=CC=C1)\C=C\C=1SC(=CC1)C)CC1=CC(=C(C=C1)S(N)(=O)=O)F (E)-2-(5-(cyclopropylmethyl)-4-(3-fluoro-4-sulfamoylbenzyl)-3-(3-(2-(5-methylthiophen-2-yl)vinyl)phenyl)-1H-pyrazol-1-yl)thiazole-4-carboxylic acid